C(C)OC1=CC=C(C=N1)CNC(N(C)CC1CCN(CC1)CC(=O)C1=CC=C(C=C1)F)=O 3-((6-ethoxypyridin-3-yl)methyl)-1-((1-(2-(4-fluorophenyl)-2-oxoethyl)piperidin-4-yl)methyl)-1-methylurea